[N-]=[N+]=[N-].C1(=CC=CC=C1)SSC1=CC=CC=C1 dithiobisbenzene azide